Di-n-propylamide C(CC)[N-]CCC